3-(4-fluoro-2,6-dimethylphenoxy)-1-methyl-2-oxo-1,2-dihydropyridin FC1=CC(=C(OC=2C(N(C=CC2)C)=O)C(=C1)C)C